2-((7-morpholino-2-(pyridin-4-yl)pyrazolo[1,5-a]pyrimidin-5-yl)methyl)-1,4-diphenylbutane-1,4-dione O1CCN(CC1)C1=CC(=NC=2N1N=C(C2)C2=CC=NC=C2)CC(C(=O)C2=CC=CC=C2)CC(=O)C2=CC=CC=C2